tert-butoxycarbonylaminocyclobutylamine C(C)(C)(C)OC(=O)NNC1CCC1